(E)-1-(4-fluorophenyl)-2-(6-(2-(3-methylbenzylidene)hydrazinyl)-2-morpholino-9H-purin-9-yl)ethan-1-one FC1=CC=C(C=C1)C(CN1C2=NC(=NC(=C2N=C1)N/N=C/C1=CC(=CC=C1)C)N1CCOCC1)=O